2-(4-phenylquinazolin-2-yl)-thiazole C1(=CC=CC=C1)C1=NC(=NC2=CC=CC=C12)C=1SC=CN1